C1(CCCC1)C1C(N(CCC1)CC(CN1C2=CC=C(C=C2C=2C=C(C=CC12)F)F)O)=O 3-cyclopentyl-1-(3-(3,6-difluoro-9H-carbazol-9-yl)-2-hydroxypropyl)piperidin-2-one